S1C(=NC=2C=NC=CC21)CNC(=O)C2(CC1=CC=CC=C1C2)CC(=O)O 2-[2-(thiazolo[4,5-c]pyridin-2-ylmethylcarbamoyl)indan-2-yl]acetic acid